ethyl (1R,5S,6s)-3-(5-((3-fluorophenyl) ethynyl)-2,3-dihydro-1H-inden-1-yl)-3-azabicyclo[3.1.0]hexane-6-carboxylate FC=1C=C(C=CC1)C#CC=1C=C2CCC(C2=CC1)N1C[C@H]2C([C@H]2C1)C(=O)OCC